1-(8-Fluoro-pyrido[3,4-b]pyrazin-5-yl)-piperidine-4-carboxylic acid (2-diethylamino-ethyl)-amide C(C)N(CCNC(=O)C1CCN(CC1)C1=NC=C(C=2C1=NC=CN2)F)CC